C(C1=CC=CC=C1)N1CCNCC1 4-N-benzyl-piperazine